cumalmethyl-nonylacetaldehyde C(C1=CC=C(C(C)C)C=C1)=CC(C=O)CCCCCCCCC